succinic acid monobenzyl ester C(C1=CC=CC=C1)OC(CCC(=O)O)=O